SC(CC(=O)OCC(C)OC(CC(CC)S)=O)CC propylene glycol bis(3-mercapto valerate)